S=C1NC=2C(=NC=CC2C2CCN(CC2)C(=O)OC(C)(C)C)N1 tert-Butyl 4-(2-thioxo-1,3-dihydroimidazo[4,5-b]pyridin-7-yl)piperidine-1-carboxylate